C(#N)C1=CC(=C(OCC2=C(C=CC(=N2)C2CN(CC2)CC2=NC3=C(N2C[C@H]2OCC2)C=C(C=C3)C(=O)O)F)C=C1)F 2-[(3-{6-[(4-cyano-2-fluorophenoxy)methyl]-5-fluoropyridin-2-yl}pyrrolidin-1-yl)methyl]-1-{[(2S)-oxetan-2-yl]methyl}-1H-1,3-benzodiazole-6-carboxylic acid